(R)-2-((3,3-difluorocyclobutyl)amino)-4-(4-(2,2-difluoroethyl)-1-((5-methoxy-7-methyl-1H-indol-4-yl)methyl)piperazin-2-yl)benzoic acid FC1(CC(C1)NC1=C(C(=O)O)C=CC(=C1)[C@H]1N(CCN(C1)CC(F)F)CC1=C2C=CNC2=C(C=C1OC)C)F